4-(2-bromo-2,2-difluoroethoxy)-2-chloropyrimidin-5-ol BrC(COC1=NC(=NC=C1O)Cl)(F)F